ClC=1C=C(C=C(C1)OCC(F)(F)F)C1(CC1)NC(CC(C)(O)C1=CC(=C(C=C1)F)F)=O N-(1-(3-chloro-5-(2,2,2-trifluoroethoxy)phenyl)cyclopropyl)-3-(3,4-difluorophenyl)-3-hydroxybutanamide